tert-Butyl (5R)-8-bromo-5-[(4-tert-butyloxazole-2-carbonyl)amino]-1,3,4,5-tetrahydro-2-benzazepine-2-carboxylate BrC1=CC2=C([C@@H](CCN(C2)C(=O)OC(C)(C)C)NC(=O)C=2OC=C(N2)C(C)(C)C)C=C1